5-(3-chloro-2-fluoro-phenyl)-N-[2,5-difluoro-4-(trifluoromethyl)phenyl]-1H-pyrrole-3-sulfonamide ClC=1C(=C(C=CC1)C1=CC(=CN1)S(=O)(=O)NC1=C(C=C(C(=C1)F)C(F)(F)F)F)F